COC=1C(=CC=2C(=C3C(=NC2C1)CN(C3)C)NC3CCN(CC3)C(C)C)OC N-{6,7-dimethoxy-2-methyl-1H,2H,3H-pyrrolo[3,4-b]quinolin-9-yl}-1-(propan-2-yl)piperidin-4-amine